N-(4-(5-aminopentyl)cyclohexyl)-4-(tert-butyl)aniline NCCCCCC1CCC(CC1)NC1=CC=C(C=C1)C(C)(C)C